1-benzyl-N5-(3-methoxy-2,2-dimethylcyclobutyl)-N3-methyl-2-oxo-1,2-dihydropyridine-3,5-dicarboxamide C(C1=CC=CC=C1)N1C(C(=CC(=C1)C(=O)NC1C(C(C1)OC)(C)C)C(=O)NC)=O